tert-butyl 4-methyl-2-(4-(trifluoromethyl)pyridin-2-yl)-2,8-diazaspiro[4.5]decane-8-carboxylate CC1CN(CC12CCN(CC2)C(=O)OC(C)(C)C)C2=NC=CC(=C2)C(F)(F)F